2-[[(2R,3S,4S,5R)-3-(3,4-Difluoro-2-methoxy-phenyl)-4,5-dimethyl-5-(trifluoromethyl)tetrahydrofuran-2-carbonyl]amino]pyridin-4-carboxamid FC=1C(=C(C=CC1F)[C@H]1[C@@H](O[C@]([C@H]1C)(C(F)(F)F)C)C(=O)NC1=NC=CC(=C1)C(=O)N)OC